(5-(4-((4-(1H-pyrazol-4-yl)phenyl)amino)thieno[3,2-d]pyrimidin-2-yl)isoindolin-2-yl)(3,3-difluorocyclobutyl)methanone N1N=CC(=C1)C1=CC=C(C=C1)NC=1C2=C(N=C(N1)C=1C=C3CN(CC3=CC1)C(=O)C1CC(C1)(F)F)C=CS2